(3S)-N-cyclobutyl-3-({1-cyclopentyl-5-[2-(trifluoromethyl)phenyl]-1H-pyrazol-3-yl}formamido)-5-[methyl(2-methylpropyl)amino]pentanamide C1(CCC1)NC(C[C@H](CCN(CC(C)C)C)NC(=O)C1=NN(C(=C1)C1=C(C=CC=C1)C(F)(F)F)C1CCCC1)=O